ClC=1C=CC(=C(C1)C1=NNC=C1C=1N=C2C=C(C=NC2=CC1)C=1OC=C(N1)C(=O)OC)F methyl 2-[6-[3-(5-chloro-2-fluoro-phenyl)-1H-pyrazol-4-yl]-1,5-naphthyridin-3-yl]oxazole-4-carboxylate